(4-(4-(cyclopropanecarboxamido)butyl)-1-phenyl-1H-imidazol-2-yl)-3-(1H-indazol-5-yl)benzamide C1(CC1)C(=O)NCCCCC=1N=C(N(C1)C1=CC=CC=C1)C1=C(C(=O)N)C=CC=C1C=1C=C2C=NNC2=CC1